4-bromo-2-cyclopropyl-6-methylaniline BrC1=CC(=C(N)C(=C1)C)C1CC1